[3-(2,4-Dioxohexahydropyrimidin-1-yl)imidazo[1,2-a]Pyridin-8-yl]Piperidine-1-carboxylic acid tert-butyl ester C(C)(C)(C)OC(=O)N1C(CCCC1)C=1C=2N(C=CC1)C(=CN2)N2C(NC(CC2)=O)=O